5-((hydroxyamino)methyl)thiophene-3-carboxamidine ONCC1=CC(=CS1)C(=N)N